4,4'-terephthaloyl-diphthalic acid C(C1=CC=C(C(=O)C=2C=C(C(C(=O)O)=CC2)C(=O)O)C=C1)(=O)C=1C=C(C(C(=O)O)=CC1)C(=O)O